ClC1=NC=2CCCC(C2C=C1)Cl 2,5-dichloro-5,6,7,8-tetrahydroquinoline